2-{[(2R,7AS)-2-FLUORO-HEXAHYDROPYRROLIZIN-7A-YL]METHOXY}-7-[6-AMINO-4-METHYL-3-(TRIFLUOROMETHYL)PYRIDIN-2-YL]-8-METHYL-4-[(2R)-2-METHYLAZETIDIN-1-YL]PYRANO[4,3-D]PYRIMIDIN-5-ONE F[C@@H]1C[C@@]2(CCCN2C1)COC=1N=C(C2=C(N1)C(=C(OC2=O)C2=NC(=CC(=C2C(F)(F)F)C)N)C)N2[C@@H](CC2)C